ClC1=NC=C(C(=N1)NCC1=C(C=CC=C1)CC)C(=O)N 2-chloro-4-[(2-ethylbenzyl)amino]pyrimidin-5-carboxamide